methyl (2S)-2-[(tert-butoxycarbonyl) amino]-3,3-dimethylpent-4-enoate C(C)(C)(C)OC(=O)N[C@H](C(=O)OC)C(C=C)(C)C